C(C)N1N=C2C(=NN(C(C2=C1)=O)CC(=O)O)CC 2-(2,7-diethyl-4-oxo-pyrazolo[3,4-d]pyridazin-5-yl)acetic acid